ClC1=NC=2C=3N(C(CC2C=C1OCC1CC1)(C)C(C)C)C=C(C(C3)=O)C(=O)OC methyl 2-chloro-3-(cyclopropylmethoxy)-6-isopropyl-6-methyl-10-oxo-5,10-dihydro-6H-pyrido[1,2-h][1,7]naphthyridine-9-carboxylate